CC(CCCCC)OC(CCCCCCCC(CCCCCCCC(=O)OC(CCCCCCCC)CCCCCCCC)NCC1COCC1)=O 9-(((tetrahydrofuran-3-yl)methyl)amino)heptadecanedioic acid 1-(heptadecane-9-yl) 17-(heptane-2-yl) ester